BrC1=CC=C(C=C1)C(C)(C)C=1N=C(SC1)NC(=O)NCC1=C(C(=NC=C1)N1CCNCC1)F 1-(4-(2-(4-bromophenyl)-propan-2-yl)thiazol-2-yl)-3-((3-fluoro-2-(piperazin-1-yl)pyridin-4-yl)methyl)-urea